CNC1=NC(=NC=C1C(F)(F)F)NC1=C(C=C2C=NNC2=C1)C(F)(F)F N4-methyl-5-(trifluoromethyl)-N2-[5-(trifluoromethyl)-1H-indazol-6-yl]pyrimidine-2,4-diamine